CC=1C=CC=C2N(CCN(C12)C(=O)OCC1=CC=CC=C1)C1=CC2=C(N=C(N=C2)S(=O)(=O)C)N(C1=O)C1=CC=C(C=C1)CN1CCN(CC1)C benzyl 8-methyl-4-[8-[4-[(4-methylpiperazin-1-yl)methyl]phenyl]-2-methylsulfonyl-7-oxo-pyrido[2,3-d]pyrimidin-6-yl]-2,3-dihydroquinoxaline-1-carboxylate